(S)-(1-(2-(4-(3-(3-((17-azido-3,6,9,12,15-pentaoxaheptadecyl)carbamoyl)-2-methylphenyl)ureido)phenyl)acetyl)pyrrolidine-3-carbonyl)glycine N(=[N+]=[N-])CCOCCOCCOCCOCCOCCNC(=O)C=1C(=C(C=CC1)NC(NC1=CC=C(C=C1)CC(=O)N1C[C@H](CC1)C(=O)NCC(=O)O)=O)C